3-[4-[7-(2,8-dimethylimidazo[1,2-b]pyridazin-6-yl)-5-fluoro-cinnolin-3-yl]-1-piperidinyl]-N,N-dimethyl-propan-1-amine CC=1N=C2N(N=C(C=C2C)C2=CC(=C3C=C(N=NC3=C2)C2CCN(CC2)CCCN(C)C)F)C1